OC=1C=C(OC=2C(=CC(N(C2)C)=O)C2=CN(C(C=C2)=O)C)C=CC1 5'-(3-hydroxyphenoxy)-1,1'-dimethyl-[3,4'-bipyridine]-2',6(1H,1'H)-dione